N1N=C(C=C1)S(=O)(=O)C=1C=C2C=NN(C(C2=CC1)=O)CC1=CC=C2C(=N1)C=CO2 6-((1H-pyrazol-3-yl)sulfonyl)-2-(furo[3,2-b]pyridin-5-ylmethyl)phthalazin-1(2H)-one